((1H-indol-5-yl)oxy)-N-(4-(4-ethylpiperazin-1-yl)phenyl)pyridin-2-amine N1C=CC2=CC(=CC=C12)OC=1C(=NC=CC1)NC1=CC=C(C=C1)N1CCN(CC1)CC